5-((1,4-dioxan-2-yl)methyl)-3-(4-(cyclopropylethynyl)phenyl)-1,3,4-oxadiazol O1C(COCC1)CC1=NN(CO1)C1=CC=C(C=C1)C#CC1CC1